glycine hydrogensulfate S(=O)(=O)(O)O.NCC(=O)O